3-((4,4-bis(((Z)-non-2-en-1-yl)oxy)butanoyl)oxy)-2-(hydroxymethyl)propyl (9Z,12Z)-octadeca-9,12-dienoate C(CCCCCCC\C=C/C\C=C/CCCCC)(=O)OCC(COC(CCC(OC\C=C/CCCCCC)OC\C=C/CCCCCC)=O)CO